CCCC(C)C1(C(=O)NC(=S)NC1=O)CC The molecule is a barbiturate, the structure of which is that of 2-thiobarbituric acid substituted at C-5 by ethyl and sec-pentyl groups. It has a role as an anticonvulsant, a sedative, an environmental contaminant, a xenobiotic, a drug allergen and an intravenous anaesthetic. It derives from a 2-thiobarbituric acid. It is a conjugate acid of a thiopental(1-).